N,N-Di-hydroxyethyl-m-toluidin ON(C1=C(C(=CC=C1)C)CC)O